ClC=1C=C2C=C(NC2=CC1OCC=1N=CSC1)CNC(=O)N1CC(CC1)F N-((5-chloro-6-(thiazol-4-ylmethoxy)-1H-indol-2-yl)methyl)-3-fluoropyrrolidine-1-carboxamide